(R)-3-methyl-4-(1-(methylsulfonyl)-5-(1H-pyrrolo[2,3-b]pyridin-4-yl)imidazo[1,5-c]pyrimidin-7-yl)morpholine C[C@H]1N(CCOC1)C1=CC=2N(C(=N1)C1=C3C(=NC=C1)NC=C3)C=NC2S(=O)(=O)C